ClC1=C(C=C(C=C1)Cl)S(=O)(=O)O.FC1=CC=CC2=C(C3=CC=CC=C3C(=C12)OC(C1=CC=CC=C1)=O)OC(C1=CC=CC=C1)=O 1-fluoro-9,10-bis(benzoyloxy)anthracene 2,5-dichlorobenzenesulfonate